2-Chloro-5-iodopyridine ClC1=NC=C(C=C1)I